NC1=CC=C(C=N1)C(C(C)(C)C1=CC=C(C=C1)Cl)=O 1-(6-amino-3-pyridinyl)-2-(4-chlorophenyl)-2-methyl-propan-1-one